CC=1C=C(C=CC1C)C=1NC(C=2N(C1)N=C(C2C(F)(F)F)C(=O)N[C@H](C)C2=CC=C(C=C2)F)=O 6-(3,4-Dimethylphenyl)-N-[(1R)-1-(4-fluorophenyl)ethyl]-4-oxo-3-(trifluoromethyl)-4,5-dihydropyrazolo[1,5-a]pyrazine-2-carboxamide